3,9-dimethoxydibenzo[c,e]oxepine-5,7-dione COC=1C=CC2=C(C(OC(C3=C2C=CC(=C3)OC)=O)=O)C1